O1C(=CC=C1)CN(C(OC(C)(C)C)=O)C1=C2C(=NS1)C(=CS2)N2C=NC=C2 tert-butyl N-(furan-2-ylmethyl)-N-[6-(imidazol-1-yl)thieno[3,2-c][1,2]thiazol-3-yl]carbamate